1-[2-[5-[(3-methyl-3-oxetanyl)methoxy]-1H-benzimidazol-1-yl]-8-quinolinyl]-4-piperidinamine CC1(COC1)COC1=CC2=C(N(C=N2)C2=NC3=C(C=CC=C3C=C2)N2CCC(CC2)N)C=C1